Benzyl (1S,3S,5R)-5-((4-((tert-butoxycarbonyl)amino)butoxy)methyl)-2-((9,9-difluoro-9H-fluorene-3-carbonyl)glycyl)-2-azabicyclo[3.1.0]hexane-3-carboxylate C(C)(C)(C)OC(=O)NCCCCOC[C@@]12C[C@H](N([C@H]2C1)C(CNC(=O)C=1C=CC=2C(C3=CC=CC=C3C2C1)(F)F)=O)C(=O)OCC1=CC=CC=C1